ClC=1N=CN(C1)C1=CC=C(C=C1)NC1=NN2C(N(CCC2)C2=CC(=C(C=C2)F)F)=N1 N-[4-(4-Chloroimidazol-1-yl)phenyl]-4-(3,4-difluorophenyl)-6,7-dihydro-5H-[1,2,4]triazolo[1,5-a]pyrimidin-2-amine